C(C)(C)(C)OC(=O)N1C[C@H](CC1)OC1=NC(=CC(=C1)OC(F)F)N (S)-3-((6-amino-4-(difluoromethoxy)pyridin-2-yl)oxy)pyrrolidine-1-carboxylic acid tert-butyl ester